C1(=CC=CC=C1)CCCC1=CC=C(O1)C#N 5-(3-phenylpropyl)furan-2-carbonitrile